[N+](=O)([O-])C=1C=C2C3=C(N(C2=CC1)C(=O)OC(C)(C)C)N=CC=C3 tert-Butyl 6-nitro-9H-pyrido[2,3-b]indole-9-carboxylate